NC1=NC=CC=C1C1=NC=2C(=NC(=CC2)C2=CC=CC=C2)N1C=1C=C2CC[C@@H](C2=CC1)NC(C1=CC(=C(C=C1)B1OC(C(O1)(C)C)(C)C)C1OCCO1)=O (S)-N-(5-(2-(2-aminopyridin-3-yl)-5-phenyl-3H-imidazo[4,5-b]pyridin-3-yl)-2,3-dihydro-1H-inden-1-yl)-3-(1,3-dioxolan-2-yl)-4-(4,4,5,5-tetramethyl-1,3,2-dioxaborolan-2-yl)benzamide